C1N(CC2=CC=CC=C12)C1=CC=2OC(C(=CC2S1)C(=O)O)=O 2-(1,3-Dihydro-isoindol-2-yl)-5-oxo-5H-thieno[3,2-b]pyran-6-carboxylic acid